ethyl 3-amino-6-(trifluoro-methyl)pyrazine-2-carboxylate NC=1C(=NC(=CN1)C(F)(F)F)C(=O)OCC